(R)-6-(2-(3-chlorophenyl)-2-hydroxyacetyl)-2-(1-(3-phenoxyphenyl)cyclopropyl)-5,6,7,8-tetrahydropyrido[4,3-d]pyrimidin-4(3H)-one ClC=1C=C(C=CC1)[C@H](C(=O)N1CC2=C(N=C(NC2=O)C2(CC2)C2=CC(=CC=C2)OC2=CC=CC=C2)CC1)O